ClC1=C(C=CC(=C1)N(C)C)NC(=O)C1(CCC1)N1N=CC(=C1)C#CC1CN(C1)C=1C=C2C(N(C(C2=CC1)=O)C1C(NC(CC1)=O)=O)=O N-(2-chloro-4-(dimethylamino)phenyl)-1-(4-(2-(1-(2-(2,6-dioxopiperidin-3-yl)-1,3-dioxo-2,3-dihydro-1H-isoindol-5-yl)azetidin-3-yl)ethynyl)-1H-pyrazol-1-yl)cyclobutane-1-carboxamide